methyl 5-methoxy-3-methyl-2-(6-(N-methyl-9-(tosyloxy)nonanamido)-1H-pyrrolo[2,3-b]pyridin-2-yl)imidazo[1,2-a]pyridine-7-carboxylate COC1=CC(=CC=2N1C(=C(N2)C2=CC=1C(=NC(=CC1)N(C(CCCCCCCCOS(=O)(=O)C1=CC=C(C)C=C1)=O)C)N2)C)C(=O)OC